ClC1=CC=C(C=C1)[C@@H]1C(N(CC(N1CC1=NC=C(C=C1)Cl)=O)C(C)C)=O (R)-3-(4-chlorophenyl)-4-((5-chloropyridin-2-yl)methyl)-1-isopropyl-piperazine-2,5-dione